(5'S,7a'R)-5'-(3,5-difluorophenyl)-1-(3,5-difluoropyridine-2-carbonyl)tetrahydro-3'H-spiro[piperidine-4,2'-pyrrolo[2,1-b][1,3]oxazol]-3'-one FC=1C=C(C=C(C1)F)[C@@H]1CC[C@H]2OC3(C(N21)=O)CCN(CC3)C(=O)C3=NC=C(C=C3F)F